3-Chloro-1-methyl-1H-pyrazol-4-ol ClC1=NN(C=C1O)C